ClC1=C(C=C(C=C1)NC(=O)N1C2CC(CC1(C2)C(C)OCCS(=O)(=O)C)C)N2N=CC=N2 cis-N-(4-chloro-3-(2H-1,2,3-triazol-2-yl)phenyl)-3-methyl-1-(1-(2-(methylsulfonyl)ethoxy)ethyl)-6-azabicyclo[3.1.1]heptane-6-carboxamide